NC([C@H](CCC(=O)OC(C)(C)C)N1C(C2=CC=C(C(=C2[C@H]1C)F)Br)=O)=O tert-butyl (S)-5-amino-4-((R)-5-bromo-4-fluoro-3-methyl-1-oxoisoindolin-2-yl)-5-oxopentanoate